COC1(C2CC3(CC(CC1C3)C2)N2C3=NC(=NC=C3N(C2=O)C)NC=2C(=CC=3N(C2)N=CN3)C)OC 9-(4,4-Dimethoxyadamantan-1-yl)-7-methyl-2-((7-methyl-[1,2,4]triazolo[1,5-a]pyridin-6-yl)amino)-7,9-dihydro-8H-purin-8-one